(RS)-5-Trifluoromethyl-pyridine-2-carboxylic acid (4-piperidin-3-yl-phenyl)-amide hydrochloride Cl.N1C[C@H](CCC1)C1=CC=C(C=C1)NC(=O)C1=NC=C(C=C1)C(F)(F)F |r|